COC(\C=C\C=1SC=CC1)=O (2E)-3-(thien-2-yl)prop-2-enoic acid methyl ester